9-(1-((1H-indazol-7-yl)amino)ethyl)-7-methyl-2-(piperidin-1-yl)-4H-pyrido[1,2-a]pyrimidin-4-one N1N=CC2=CC=CC(=C12)NC(C)C1=CC(=CN2C1=NC(=CC2=O)N2CCCCC2)C